C(C)(C)(C)OC(=O)N1CC2=CC(=CC=C2CC1)OCC1=CC=C(C=C1)C(F)(F)F 7-((4-(trifluoromethyl)benzyl)oxy)-3,4-dihydroisoquinoline-2(1H)-carboxylic acid tert-butyl ester